4,6-Dichloro-N-(pyridazin-3-yl)nicotinamide ClC1=CC(=NC=C1C(=O)NC=1N=NC=CC1)Cl